4-[2-(4-benzyloxy-3-bromo-5-methyl-pyrazol-1-yl)ethyl]pyridine C(C1=CC=CC=C1)OC=1C(=NN(C1C)CCC1=CC=NC=C1)Br